4-(pyrrolidine-1-carbonyl)isoquinolin-1(2H)-one N1(CCCC1)C(=O)C1=CNC(C2=CC=CC=C12)=O